Cl.N[C@@H](CC(=O)OCC)C=1C=C(C=C(C1F)C1CC1)C1=C(C=C(C=C1OCCCC=C)C)C Ethyl (S)-3-amino-3-(5-cyclopropyl-4-fluoro-2',4'-dimethyl-6'-(pent-4-en-1-yloxy)-[1,1'-biphenyl]-3-yl)propanoate hydrochloride